(5-fluoro-9-oxo-xanthen-3-yl)pyrrolidine-3-carboxylic acid FC1=C2OC=3C=C(C=CC3C(C2=CC=C1)=O)N1CC(CC1)C(=O)O